ClC=1C=C(C=CC1OC)C1N(CCC(C1)N1C(NC2=C1C=CC=C2NCCC)=O)C(=O)N (3-chloro-4-methoxyphenyl)-4-[2-oxo-4-(propylamino)-2,3-dihydro-1H-1,3-benzodiazol-1-yl]piperidine-1-carboxamide